ClCC=1CN(CC1)C(=O)OC(C)(C)C Tert-Butyl 3-(Chloromethyl)-2,5-Dihydro-1H-Pyrrole-1-Carboxylate